ClC1=NC=C(C=N1)OCC(F)(F)F 2-chloro-5-(2,2,2-trifluoroethoxy)pyrimidine